4-(methylamino)tetrahydrofuran-3-ol CNC1C(COC1)O